4-Bromo-1H-pyrrolo[2,3-b]pyridine BrC1=C2C(=NC=C1)NC=C2